6-(2,3-Dihydro-1H-isoindol-2-yl)-2-ethylsulfanyl-N-[(3-fluorophenyl)-methyl]-4-methyl-pyridine-3-carboxylic acid amide C1N(CC2=CC=CC=C12)C1=CC(=C(C(=N1)SCC)C(=O)NCC1=CC(=CC=C1)F)C